1-cyclobutyl-5-(5-fluoro-2-((5-(2-oxopyrrolidin-1-yl)pyridin-3-yl)amino)pyrimidin-4-yl)pyridin-2(1H)-one C1(CCC1)N1C(C=CC(=C1)C1=NC(=NC=C1F)NC=1C=NC=C(C1)N1C(CCC1)=O)=O